N-(3-(1-methoxy-2-methylpropan-2-yl)isoxazol-5-yl)-2-(5-(trifluoromethyl)pyridin-2-yl)pyrazolidine-1-carboxamide COCC(C)(C)C1=NOC(=C1)NC(=O)N1N(CCC1)C1=NC=C(C=C1)C(F)(F)F